3-formyl-4-hydroxy-5-methoxy-N-(5-(4-(trifluoromethyl)phenyl)thiazol-2-yl)benzamide C(=O)C=1C=C(C(=O)NC=2SC(=CN2)C2=CC=C(C=C2)C(F)(F)F)C=C(C1O)OC